(8-methyl-3-(trifluoromethyl)-[1,2,4]triazolo[4,3-a]pyridin-7-yl)propanoic acid CC=1C=2N(C=CC1C(C(=O)O)C)C(=NN2)C(F)(F)F